CS(=O)(=O)[O-].C(CCCCCCCCCCC)[NH+]1C(CCC1)CC 1-dodecyl-2-ethylpyrrolidinium methanesulfonate